ClC1=CC=C(C(=N1)C1=NOC(N1)=O)O[C@H](C)C=1C=C(C=C2C(C(=C(OC12)C=1C=C2C(=NC1)SC=N2)C)=O)C 3-[6-Chloro-3-[(1R)-1-(3,6-dimethyl-4-oxo-2-thiazolo[5,4-b]pyridin-6-yl-chromen-8-yl)ethoxy]-2-pyridyl]-4H-1,2,4-oxadiazol-5-one